1-ethyl-1-((R)-1-(7-(imidazo[1,2-a]pyridin-6-yl)-2,3-dihydrobenzofuran-5-yl)ethyl)-3-((R)-6,6,6-trifluorohexan-3-yl)urea C(C)N(C(=O)N[C@H](CC)CCC(F)(F)F)[C@H](C)C=1C=C(C2=C(CCO2)C1)C=1C=CC=2N(C1)C=CN2